N-(2-(7-amino-2,3-dihydro-4H-benzo[b][1,4]oxazin-4-yl)-5-methylpyridin-3-yl)-4-chloro-3-(trifluoromethyl)benzenesulfonamide NC=1C=CC2=C(OCCN2C2=NC=C(C=C2NS(=O)(=O)C2=CC(=C(C=C2)Cl)C(F)(F)F)C)C1